2-amino-6-(benzylthio)-4-(3-(2,5-dimethyl-1H-pyrrol-1-yl)phenyl)pyridine-3,5-dicarbonitrile NC1=NC(=C(C(=C1C#N)C1=CC(=CC=C1)N1C(=CC=C1C)C)C#N)SCC1=CC=CC=C1